N-[5-[(3-fluorophenyl)methyl]thiazol-2-yl]-3-methyl-tetrahydrofuran-3-carboxamide FC=1C=C(C=CC1)CC1=CN=C(S1)NC(=O)C1(COCC1)C